[N+](=O)([O-])C=1C(=C(C(=O)[O-])C(=CC1)O)O nitro-2,6-dihydroxybenzoate